CC1=NC(=NC=C1C(=O)OCC)SC ethyl 4-methyl-2-methylsulfanyl-pyrimidine-5-carboxylate